O1COC2=C1C=CC(=C2)[C@H](C)N (S)-1-(benzo[d][1,3]dioxol-5-yl)ethan-1-amine